CC1=C(C(C=C1)(C1=CC=C(C=C1)C1(C(=C(C=C1)C)C)C)C)C 1,4-bis(trimethylcyclopentadienyl)benzene